O=C1NC(CCC1N1C(C2=CC=C(C=C2C1=O)N1CCC(CC1)CCO)=O)=O 2-(2,6-dioxopiperidin-3-yl)-5-(4-(hydroxyethyl)piperidin-1-yl)isoindoline-1,3-dione